FC1=CC=C(C=C1)N1N=C(C=C1S(=O)C)C(=O)O 1-(4-fluorophenyl)-5-(methylsulfinyl)-1H-pyrazole-3-carboxylic acid